trifluoroNitrogen FN(F)F